COC([C@H](C[C@@H](C(=O)OC)OC1=C(C=CC(=C1)F)[N+](=O)[O-])NC(=O)OC(C)(C)C)=O.BrC(C(=O)N)C(C1=CC=C(C=C1)OC1=CC=CC=C1)=O 2-bromo-3-oxo-3-(4-phenoxyphenyl)propanamide (2S,4S)-dimethyl-2-((tert-butoxycarbonyl)amino)-4-(5-fluoro-2-nitrophenoxy)pentanedioate